3-bromonaphtho[2,3-b]furan BrC=1C2=C(OC1)C=C1C=CC=CC1=C2